(R)-N-(4,4-difluoro-1-methylpyrrolidin-3-yl)-4-methoxy-5-(quinolin-6-yl)pyrrolo[2,1-f][1,2,4]triazin-2-amine FC1([C@@H](CN(C1)C)NC1=NN2C(C(=N1)OC)=C(C=C2)C=2C=C1C=CC=NC1=CC2)F